C(CCCCCC)(=O)O.C(CCC=C)(=O)N (pent-4-enamide) heptanoate